OC(C#CC1=CC(=NC=N1)N1CCC(CC1)C(=O)O)(C)C 1-(6-(3-hydroxy-3-methylbut-1-yn-1-yl)pyrimidin-4-yl)piperidine-4-carboxylic acid